tert-butyl 4-(4-fluoro-6-oxo-2-(trifluoromethyl)-3,6-dihydrochromeno[7,8-d]imidazol-8-yl)piperidine-1-carboxylate FC1=CC=2C(C=C(OC2C2=C1NC(=N2)C(F)(F)F)C2CCN(CC2)C(=O)OC(C)(C)C)=O